N-(3-((6-cyano-2-((5-methoxy-7-methyl-1H-indol-4-yl)methyl)-2H-indazol-7-yl)-oxy)cyclobutyl)-N-methylglycine C(#N)C=1C=CC2=CN(N=C2C1OC1CC(C1)N(CC(=O)O)C)CC1=C2C=CNC2=C(C=C1OC)C